oxonickel hydroxide O=[Ni]O